heptadecan-9-yl 8-((2-hydroxyethyl)(4-(((non-2-yn-1-yloxy)carbonyl)oxy)butyl)amino)octanoate OCCN(CCCCCCCC(=O)OC(CCCCCCCC)CCCCCCCC)CCCCOC(=O)OCC#CCCCCCC